S1C=NC2=C1C=C(C=C2)C2=C1C(=NN2C2=NC(=CC=C2)C)C(N(C1)C1=CC=C(C=C1)OC)=O 3-(benzo[d]thiazol-6-yl)-5-(4-methoxyphenyl)-2-(6-methylpyridin-2-yl)-4,5-dihydropyrrolo[3,4-c]pyrazol-6(2H)-one